2-methoxy-5-methyl-4-(4-(pyrrolidin-1-yl)piperidin-1-yl)aniline COC1=C(N)C=C(C(=C1)N1CCC(CC1)N1CCCC1)C